C(C1=CC=CC=C1)OC(=O)[C@@](N)(CCC(NNC1=CC=C(C=C1)C#N)=O)C(=O)[O-] 2-((benzyloxy)carbonyl)-N5-((4-cyanophenyl)amino)-D-glutaminate